trans-3-(difluoromethyl)-4-[ethoxy(hydroxy)methyl]pyrrolidine-1-carboxylic acid benzyl ester C(C1=CC=CC=C1)OC(=O)N1C[C@H]([C@@H](C1)C(O)OCC)C(F)F